CC(=O)C anti-acetone